1,3-Dimethyl-1H-indazole-5-carbonitrile CN1N=C(C2=CC(=CC=C12)C#N)C